C(#N)CC12CNCC(CC1)N2C(=O)OC(C)(C)C tert-Butyl 1-(cyanomethyl)-3,8-diazabicyclo[3.2.1]octane-8-carboxylate